10-(3,8-diazabicyclo[3.2.1]octan-8-yl)-4-bromo-7,7-dimethylindolo[1,2-a]quinazolin-5(7H)-one C12CNCC(CC1)N2C2=CC=C1C(C=3N(C=4C=CC=C(C4C(N3)=O)Br)C1=C2)(C)C